Racemic-binaphthyl C1(=CC=CC2=CC=CC=C12)C1=CC=CC2=CC=CC=C12